C(C)(C)NC(C)C diisopropyl-amine